dithiin diselenide S1(SC=CC=C1)(=[Se])=[Se]